ClC1=C(C=C2C=C(N=CC2=C1)NC(=O)C1CC12C(C2)(F)F)N2CCN(CC2)C2(COCC2O)C N-(7-chloro-6-(4-(4-hydroxy-3-methyltetrahydrofuran-3-yl)piperazin-1-yl)isoquinolin-3-yl)-4,4-difluorospiro[2.2]pentane-1-carboxamide